1-ethynyl-1-methoxycyclopropane C(#C)C1(CC1)OC